methyl (7S)-2-benzyl-7-methyl-3-[(cis)-4-(1H-1,2,3,4-tetrazol-5-yl)cyclohexyl]-3H,6H,7H,8H,9H-imidazo[4,5-f]quinoline-6-carboxylate C(C1=CC=CC=C1)C=1N(C=2C(=C3CC[C@@H](N(C3=CC2)C(=O)OC)C)N1)[C@@H]1CC[C@@H](CC1)C1=NN=NN1